COC=1C=C2C=NN(C2=C2C1C=CC=C2)C2=CC=CC=C2 5-methoxy-1-phenyl-1H-benzo[g]indazole